2-chloromethyl-3,5-dimethyl-pyridine hydrochloride Cl.ClCC1=NC=C(C=C1C)C